1,3-dimethylimidazolidine-2-On CN1C(N(CC1)C)=O